2-(5-chloro-2-pyridinyl)-2-methyl-1,3-benzodioxol-4-carbaldehyde ClC=1C=CC(=NC1)C1(OC2=C(O1)C=CC=C2C=O)C